FC(S(=O)(=O)OC=1C=CC2=C(CCN(CC2)C(=O)OC(C)(C)C)N1)(F)F tert-butyl 2-(((trifluoromethyl) sulfonyl) oxy)-5,6,8,9-tetrahydro-7H-pyrido[2,3-d]azepine-7-carboxylate